4,5-dimethyl-1,3-thiazol CC=1N=CSC1C